7-(3,3-dimethylbut-1-yn-1-yl)-5-(1H-pyrrolo[2,3-b]pyridin-4-yl)-1H-indazol-3-amine CC(C#CC=1C=C(C=C2C(=NNC12)N)C1=C2C(=NC=C1)NC=C2)(C)C